[La].[Mn].[Ce] cerium-manganese-lanthanum